6-cyclopropyl-N-(3-(1,1-difluoro-1-(4-methyl-4H-1,2,4-triazol-3-yl)propan-2-yl)phenyl)-5-methylpicolinamide C1(CC1)C1=C(C=CC(=N1)C(=O)NC1=CC(=CC=C1)C(C(C1=NN=CN1C)(F)F)C)C